2-methyl-1-hexanol CC(CO)CCCC